oxydiethylene bis(chloroformate) ClC(=O)OCCOCCOC(=O)Cl